OCC1CC2(C1)CCN(CC2)C(=O)OCC2=CC=CC=C2 benzyl 2-(hydroxymethyl)-7-azaspiro[3.5]nonane-7-carboxylate